O=C1NC(CC[C@@H]1N(C=1C=C(C=CC1)N1[C@H](CN(C[C@H]1C)C(=O)OC(C)(C)C)C)C)=O tert-butyl (3S,5R)-4-[3-[[(3S)-2,6-dioxo-3-piperidyl]-methyl-amino]phenyl]-3,5-dimethyl-piperazine-1-carboxylate